tert-butyl (5-(4-amino-3-methylphenyl)thiazolo[5,4-b]pyridin-2-yl)carbamate NC1=C(C=C(C=C1)C1=CC=C2C(=N1)SC(=N2)NC(OC(C)(C)C)=O)C